O=C1NC(CCC1N1C(C2=CC=CC(=C2C1=O)C#CCN1CCN(CC1)CC(=O)OC(C)(C)C)=O)=O tert-butyl 2-(4-(3-(2-(2,6-dioxopiperidin-3-yl)-1,3-dioxoisoindolin-4-yl)prop-2-ynyl)piperazin-1-yl)acetate